FC1=C(C(=O)N2CCN(C3=CC=CC=C23)C(=O)NC[C@@H]2CNCC2)C=CC=C1 (S)-4-(2-fluorobenzoyl)-N-(pyrrolidin-3-ylmethyl)-3,4-dihydroquinoxaline-1(2H)-carboxamide